ClC1=C(C(=CC=C1)SC1=CC=CC=C1)CC(=O)O 2-chloro-6-(phenylsulfanyl)phenylacetic acid